N-[6-[4-[(1S)-1-carbamoyl-3-hydroxy-propyl]piperazin-1-yl]-2,2-dimethyl-3H-benzofuran-5-yl]pyrazolo[1,5-a]pyrimidine-3-carboxamide C(N)(=O)[C@H](CCO)N1CCN(CC1)C1=CC2=C(CC(O2)(C)C)C=C1NC(=O)C=1C=NN2C1N=CC=C2